1,10-diaminodecane toluenedisulfonate C(C1=CC=CC=C1)(S(=O)(=O)O)S(=O)(=O)O.NCCCCCCCCCCN